n-nonyl-hexaethylene glycol C(CCCCCCCC)C(COCCOCCOCCOCCOCCO)O